ClC=1C(=NC(=NC1)N1CC(C1)(C)O)NC1=CC=2C3=C(C(N(C2C=C1)C)=O)OCC([C@@H](N3)C3CC3)(F)F (S)-10-((5-Chloro-2-(3-hydroxy-3-methylazetidin-1-yl)pyrimidin-4-yl)amino)-2-cyclopropyl-3,3-difluoro-7-methyl-1,2,3,4-tetrahydro-[1,4]oxazepino[2,3-c]chinolin-6(7H)-on